C(#C)C1=CC=C(C(=O)NC2=CC3=C(NC(=N3)CN3[C@H](CCC3)C)C=C2)C=C1 (S)-4-ethynyl-N-(2-((2-methylpyrrolidin-1-yl)methyl)-1H-benzo[d]imidazol-5-yl)benzamide